CC(C[PH2]=O)CC(C)(C)C 2,4,4-trimethylpentyl-phosphine oxide